tert-butyl 3-(((S)-1-methoxy-1-oxo-3-((S)-2-oxopiperidin-3-yl)propan-2-yl)carbamoyl)-2-azaspiro[4.5]decane-2-carboxylate COC([C@H](C[C@H]1C(NCCC1)=O)NC(=O)C1N(CC2(C1)CCCCC2)C(=O)OC(C)(C)C)=O